8-ethyl-4-methyl-6,8,10-triazatricyclo[9.4.0.02,7]pentadeca-1(11),2(7),3,5,12,14-hexaen-9-one C(C)N1C=2N=CC(=CC2C=2C=CC=CC2NC1=O)C